COC1=CC=C(C=N1)CN1N=C2N([C@H](CCC2)C(=O)O)C1=O |r| (5RS)-2-[(6-Methoxypyridin-3-yl)methyl]-3-oxo-2,3,5,6,7,8-hexahydro[1,2,4]triazolo[4,3-a]pyridine-5-carboxylic acid